4-(chloromethyl)-N-((1S,2R)-2-(6-fluoro-2,3-dimethylphenyl)-1-(5-oxo-4,5-dihydro-1,3,4-oxadiazol-2-yl)prop-yl)piperidine-1-sulfonamide ClCC1CCN(CC1)S(=O)(=O)N[C@@H]([C@H](C)C1=C(C(=CC=C1F)C)C)C=1OC(NN1)=O